C(CCC)[N+]1=CC(=CC=C1)C N-butyl-3-methylpyridinium